FC1(CN(C1)C(=O)OC(C)(C)C)CNC=1C=C2C(N(CC2=C(C1)C)C1CCC(CC1)C(NC1=CC(=C(C=C1)C)OC)=O)=O tertbutyl 3-fluoro-3-(((2-((1s,4s)-4-((3-methoxy-4-methylphenyl)carbamoyl)cyclohexyl)-7-methyl-3-oxoisoindolin-5-yl)amino)methyl)azetidine-1-carboxylate